C(C)(C)(C)OC(=O)N1CCC(CC1)CN(C(C)=O)C1=C(SC(=C1)C)C(=O)OC 4-((N-(2-(methoxycarbonyl)-5-methylthiophen-3-yl)acetamido)methyl)piperidine-1-carboxylic acid tert-butyl ester